5-bromo-2-(2-oxabicyclo[2.1.1]hexan-1-ylmethoxy)quinazoline BrC1=C2C=NC(=NC2=CC=C1)OCC12OCC(C1)C2